NC=1OC2=C(C=NC=C2[C@@H]2C[C@@H](O[C@H](C2)C)C(=O)N2[C@H](C3=C(C=C(C=C3CC2)Cl)Cl)C)N1 |&1:9,11| ((2RS,4SR,6S)-4-(2-aminooxazolo[4,5-c]pyridin-7-yl)-6-methyltetrahydro-2H-pyran-2-yl)((S)-6,8-dichloro-1-methyl-3,4-dihydroisoquinolin-2(1H)-yl)methanone